tert-butyl 1-(2-(cyclopropanesulfonamido)thiazol-4-yl)-2-(4-(6-ethoxypyrazin-2-yl)phenylamino)-2-oxoethylcarbamate C1(CC1)S(=O)(=O)NC=1SC=C(N1)C(C(=O)NC1=CC=C(C=C1)C1=NC(=CN=C1)OCC)NC(OC(C)(C)C)=O